BrC(C(=O)OC(C(Br)(F)F)=O)(F)F Bromodifluoroacetic anhydride